CC(C)C1=C(C=CC=C1)C=1C=C(C=C(C1)O)O 5-(2-Propan-2-ylphenyl)benzene-1,3-diol